5-cyano-N-[2-(4,4-dimethylcyclohexen-1-yl)-6-[1-methyl-5-(hydroxymethyl)-8-oxabicyclo[3.2.1]octa-2,6-dien-3-yl]-3-pyridyl]-1H-imidazole-2-carboxamide C(#N)C1=CN=C(N1)C(=O)NC=1C(=NC(=CC1)C1=CC2(C=CC(C1)(O2)CO)C)C2=CCC(CC2)(C)C